(E)-2-(2-cyano-2-(4-isopropyl-9H-thioxanthen-9-ylidene)acetamido)ethyl methacrylate C(C(=C)C)(=O)OCCNC(/C(=C/1\C2=CC=CC=C2SC=2C(=CC=CC12)C(C)C)/C#N)=O